C1(CC1)S(=O)(=O)C1(CC1)CN1C(C2=C(CC1)C(=NN2C)C(=O)OCC2=CC=C(C=C2)C#N)=O.CO[Si](CCCNCCN)(OC)OC N-[3-(trimethoxysilyl) propyl] ethylenediamine 4-cyanobenzyl 6-((1-(cyclopropylsulfonyl)cyclopropyl)methyl)-1-methyl-7-oxo-4,5,6,7-tetrahydro-1H-pyrazolo[3,4-c]pyridine-3-carboxylate